2-amino-4-vinyl-cyclobutanone NC1C(C(C1)C=C)=O